N[C@@H](CN1C(C=2C=C3C(=NC2CC1)N(C(=N3)C=3N(C1=CC=CC=C1C3)CC3CC3)C)=O)C (R)-7-(2-aminopropyl)-2-(1-(cyclopropylmethyl)-1H-indol-2-yl)-3-methyl-3,5,6,7-tetrahydro-8H-imidazo[4,5-b][1,6]naphthyridin-8-one